methyl 3-(2,2-dimethoxyethoxy)-1-methyl-1H-pyrazole-5-carboxylate COC(COC1=NN(C(=C1)C(=O)OC)C)OC